(E)-3-cyclopropyl-1-(pyridin-4-yl)prop-2-en-1-one C1(CC1)/C=C/C(=O)C1=CC=NC=C1